NC1=C(C(=C(OC=2N=C(SC2C2=NC(=NC=C2)N[C@H]2CC(CN(C2)C(=O)OC(C)(C)C)(F)F)C)C=C1)F)F tert-butyl (5S)-5-[[4-[4-(4-amino-2,3-difluoro-phenoxy)-2-methyl-thiazol-5-yl]pyrimidin-2-yl]amino]-3,3-difluoro-piperidine-1-carboxylate